bis-(2,2,6,6-tetramethyl-4-piperidinyl)-suberate CC1(NC(CC(C1)OC(CCCCCCC(=O)OC1CC(NC(C1)(C)C)(C)C)=O)(C)C)C